N-(4-fluorophenyl)oxetan-3-amine FC1=CC=C(C=C1)NC1COC1